[C@H]12CN(C[C@H](CC1)N2)C=2C1=C(N=C(N2)OCC23CCCN3CC(C2)=C)C(=C(N=C1)C1=CC(=CC2=CC=CC(=C12)C#C)O)F 4-(4-((1R,5S)-3,8-diazabicyclo[3.2.1]octan-3-yl)-8-fluoro-2-((2-methylenetetrahydro-1H-pyrrolizin-7a(5H)-yl)methoxy)pyrido[4,3-d]pyrimidin-7-yl)-5-ethynylnaphthalen-2-ol